2-(3-ethylsulfanylpyridin-2-yl)-5-(trifluoromethylsulfanyl)benzoxazole C(C)SC=1C(=NC=CC1)C=1OC2=C(N1)C=C(C=C2)SC(F)(F)F